C(#N)C=1C=CC(=C(C1)NC(=O)C1=CN(C(=CC1=O)C)C)N1CCC(CC1)OC1=C(C=C(C=C1)F)F N-(5-cyano-2-(4-(2,4-difluorophenoxy)piperidin-1-yl)phenyl)-1,6-dimethyl-4-oxo-1,4-dihydropyridine-3-carboxamide